(2-propynyl) dibutyl phosphate P(=O)(OCC#C)(OCCCC)OCCCC